(2R,5R)-3-(4-aminophenylethyl)-2-(1-(4-bromophenyl)-3-(4-fluorophenyl)-1H-pyrazole-4-yl)-5-ethyloxazolidine NC1=CC=C(C=C1)CCN1[C@H](O[C@@H](C1)CC)C=1C(=NN(C1)C1=CC=C(C=C1)Br)C1=CC=C(C=C1)F